CC1=NN2C(C(NC=C2)=O)=C1 2-methylpyrazolo[1,5-a]pyrazin-4(5H)-one